Dimethyl SulfoXide CS(=O)C